C(C)(=O)ON(CCN(OC(C)=O)OC(C)=O)OC(C)=O.[K].[K].[K] tri-potassium ethylenediamine tetra-acetate